N-((R)-1'-benzyl-3,4-dihydro-2H-spiro[naphthalene-1,4'-piperidine]-2-yl)-2-methylpropane-2-sulfinamide C(C1=CC=CC=C1)N1CCC2(CC1)[C@@H](CCC1=CC=CC=C12)NS(=O)C(C)(C)C